methyl (Z)-3-bromo-3-(5-chloro-2-nitrophenyl)-2-[(2-methylpropan-2-yl)oxycarbonylamino]prop-2-enoate Br\C(=C(\C(=O)OC)/NC(=O)OC(C)(C)C)\C1=C(C=CC(=C1)Cl)[N+](=O)[O-]